NC1=NC=C(C2=C1C=NN2COCC[Si](C)(C)C)NC(=O)C(=O)N(CC2=CC=C(C=C2)F)CC2=CC=CC=C2 N-[4-amino-1-(2-trimethylsilylethoxymethyl)pyrazolo[4,3-c]pyridin-7-yl]-N'-benzyl-N'-[(4-fluorophenyl)methyl]oxamide